N1(CCC(CC1)C(=O)OC(C)(C)C)C(=O)OCC1=CC=CC=C1 O1-benzyl O4-tert-butyl piperidine-1,4-dicarboxylate